O1CCN(CC1)S(=O)(=O)N1C(CC(C1)C1=CC=CC=C1)CS(=O)(=O)C1=NC=CC(=C1)CNC(OCCCC)=O butyl ((2-(((1-(morpholinosulfonyl)-4-phenylpyrrolidin-2-yl)methyl)sulfonyl)pyridin-4-yl)methyl)carbamate